(R)-2-methyl-1-(1-(4-(3-methyloxetane-3-carboxamido)cyclohexyl)ethyl)-1H-indole-3-carboxylic acid CC=1N(C2=CC=CC=C2C1C(=O)O)[C@H](C)C1CCC(CC1)NC(=O)C1(COC1)C